CS(=O)(=O)N1CCC2(CC(OC2=O)CCN2CCN(CC2)C2=CC=CC=C2)CC1 8-(methylsulfonyl)-3-(2-(4-phenylpiperazin-1-yl)ethyl)-2-oxa-8-azaspiro[4.5]decan-1-one